S1C(=NC2=C1C=CC=C2)CN2CCN(CC2)C2=C(C(=O)OC)C=CC(=C2)OC2OCCCC2 methyl 2-(4-(benzo[d]thiazol-2-ylmethyl)piperazin-1-yl)-4-((tetrahydro-2H-pyran-2-yl)oxy)benzoate